ethyl (3S)-3-[[4-(3-bromo-2-methyl-phenoxy)phenyl]methyl]-4,4,4-trifluoro-butanoate BrC=1C(=C(OC2=CC=C(C=C2)C[C@@H](CC(=O)OCC)C(F)(F)F)C=CC1)C